COC1=CC=C(C=C1)[C@@]1(OC(C[C@]1(C=1C=C(C=CC1)C)C)=O)C#N (2s,3s)-2-(4-methoxyphenyl)-3-methyl-5-oxo-3-(m-tolyl)tetrahydrofuran-2-carbonitrile